C(CCCCCCC)S(=O)(=O)O.OCC1=C(C=CC=C1)C(=O)C(O)C1=CC=CC=C1 hydroxymethylbenzoin octanesulfonate